ClC=1C=CC(=C2C=CN(C(C12)=O)C)N(C)C1CC2(CN(C2)CCCC=2C=NNC(C2Cl)=O)C1 8-chloro-5-[[2-[3-(5-chloro-6-oxo-1H-pyridazin-4-yl)propyl]-2-azaspiro[3.3]heptan-6-yl]-methyl-amino]-2-methyl-isoquinolin-1-one